N-((1r,3r)-3-(5,7-difluoro-2-(4-fluorophenyl)-1H-indol-3-yl)cyclobutyl)-2-hydroxyacetamide FC=1C=C2C(=C(NC2=C(C1)F)C1=CC=C(C=C1)F)C1CC(C1)NC(CO)=O